ClC1=CC=C(/C=C/[Si](OC(C)C2=CC=C(C=C2)OC)(CC)CC)C=C1 (E)-(4-chlorostyryl)diethyl-(1-(4-methoxyphenyl)ethoxy)silane